ClC=1C=C(C(=NC1)COC1=CC=CC(=N1)N1CCN(CC1)CC1=NC2=C(N1C[C@H]1OCC1)C=C(C=C2)C(=O)O)F (S)-2-((4-(6-((5-chloro-3-fluoropyridin-2-yl)methoxy)pyridin-2-yl)piperazin-1-yl)methyl)-1-(oxetan-2-ylmethyl)-1H-benzo[d]imidazole-6-carboxylic acid